FC=1C=CC(=NC1)C(OC1=CC(N(C=C1)C=1C=CC=2C3=C(N(C2C1)C)CCNC3([2H])[2H])=O)([2H])[2H] 4-((5-fluoropyridin-2-yl)methoxy-d2)-1-(5-methyl-2,3,4,5-tetrahydro-1H-pyrido[4,3-b]indol-7-yl-1,1-d2)pyridin-2(1H)-one